3-Deazaadenosine hydrochloride Cl.[C@@H]1([C@H](O)[C@H](O)[C@@H](CO)O1)N1C=NC=2C(N)=NC=CC12